C1=CC=CC=2C3=CC=CC=C3C(C12)COC(=O)NCCCC[C@@H](C(=O)NC(C(=O)OCC)(C)C)NC(=O)OC(C)(C)C (S)-ethyl 2-(6-((((9H-fluoren-9-yl)methoxy)carbonyl)amino)-2-((tert-butoxycarbonyl)amino)hexanamido)-2-methylpropanoate